1,2,3,4-tetraazol-1-ide [N-]1N=NN=C1